BrC1=CC=C(OCC2COCC(O2)C(CC)(CC)O)C=C1 3-(6-((4-bromophenoxy)methyl)-1,4-dioxan-2-yl)pentan-3-ol